ClC1=C(COC2=C(C=C(CN3C(N(C4=CC(=C(C=C4C3=O)OC(CF)CF)F)C3CCN(CC3)C=O)=O)C=C2)OC)C=CC(=C1)Cl 4-[3-{4-[(2,4-dichlorobenzyl)oxy]-3-methoxybenzyl}-7-fluoro-6-[2-fluoro-1-(fluoromethyl)ethoxy]-2,4-dioxo-3,4-dihydroquinazolin-1(2H)-yl]piperidine-1-carbaldehyde